C(C)C(C)O.C(C)C(C)O.C(C)C(C)O.C(C)C(C)O.[Zr] zirconium tetrakis(monoethylethanol)